BrC1=CC=C(C=C1)C(C=1C(NNC1O)(C1=NC=CC=N1)C)C=1C(=NN(C1O)C1=NC=CC=C1)C 4-((4-bromophenyl)(5-hydroxy-3-methyl-1-(pyridin-2-yl)-1H-pyrazol-4-yl)methyl)-3-methyl-3-(pyrimidin-2-yl)-1H-pyrazol-5-ol